C(C)OC(C1=C(C(=C(C=C1)SC)C=NO)C)=O ((hydroxyimino)methyl)-2-methyl-4-(methylthio)benzoic acid ethyl ester